methyl laccerate (methyl dotriacontanate) CC(C(=O)O)CCCCCCCCCCCCCCCCCCCCCCCCCCCCCC.C(CCCCCCCCCCCCCCCCCCCCCCCCCCCCCCC)(=O)OC